3-(1-oxo-5-(1-(pyrimidin-2-ylmethyl)piperidin-4-yl)isoindolin-2-yl)piperidine-2,6-dione O=C1N(CC2=CC(=CC=C12)C1CCN(CC1)CC1=NC=CC=N1)C1C(NC(CC1)=O)=O